2-fluoro-4-[3-(2-methyl-2H-indazol-5-yl)-6-[4-(methylamino)piperidin-2-yl]pyrazin-2-yl]benzonitrile FC1=C(C#N)C=CC(=C1)C1=NC(=CN=C1C1=CC2=CN(N=C2C=C1)C)C1NCCC(C1)NC